1-(2-bromo-3-methoxymethyl-5-hydroxyphenyl)-3-(4-methoxyphenyl)-(2E)-2-propen-1-one BrC1=C(C=C(C=C1COC)O)C(\C=C\C1=CC=C(C=C1)OC)=O